CC(=C)N 1-METHYLVINYLAMINE